methyl (E)-2-[2-(3-isopropyloxyphenoxy) phenyl]-3-methoxyacrylate C(C)(C)OC=1C=C(OC2=C(C=CC=C2)/C(/C(=O)OC)=C\OC)C=CC1